FC(C(=O)[O-])(F)F.[N+]12(CCCC1)C1CCCC2CC1 spiro[bicyclo[3.2.1]octane-8,1'-pyrrolidin]-1'-ium trifluoroacetate